5-([1,1'-biphenyl]-4-ylmethoxy)furan-2-carboxylic acid C1(=CC=C(C=C1)COC1=CC=C(O1)C(=O)O)C1=CC=CC=C1